FC(OC1=CC=C(C=C1)N1C[C@H]2[C@H](C1)CN(C2)C2=C(C(N(C1=CC=C(N=C21)C)C)=O)C#N)(F)F 4-[(3aR,6aR)-5-[4-(trifluoromethoxy)phenyl]-octahydropyrrolo[3,4-c]pyrrol-2-yl]-1,6-dimethyl-2-oxo-1,2-dihydro-1,5-naphthyridine-3-carbonitrile